C(C1=CC=CC=C1)OC(=O)N[C@@H](CCNC(OC(C)(C)C)=O)CO tert-butyl N-[(3S)-3-(benzyloxycarbonylamino)-4-hydroxy-butyl]carbamate